Butanal dibenzyl thioacetal C(C1=CC=CC=C1)OC(CCC)SCC1=CC=CC=C1